[Si](C)(C)(C(C)(C)C)OC1CC(C1)C(=O)NC1=NC=NC(=C1)Cl 3-[(tert-butyldimethylsilyl)oxy]-N-(6-chloropyrimidin-4-yl)cyclobutane-1-carboxamide